ClC1=C(C=NC2=C(C=C(C=C12)C1=NC(=NC=C1F)N[C@H]1[C@@H](COCC1)O)F)C(C)(C)O (3s,4r)-4-((4-(4-chloro-8-fluoro-3-(2-hydroxypropan-2-yl)quinolin-6-yl)-5-fluoropyrimidin-2-yl)amino)tetrahydro-2H-pyran-3-ol